Diacephenanthryleno[4,5-b:4',5'-k]chrysene C1=CC=C2C=3C=CC=CC3C=C3C2=C1C1=CC=2C=CC4=C5C=C6C(=CC5=CC=C4C2C=C13)C=1C=CC=C3C=2C=CC=CC2C=C6C31